BrC1=C(C(=C(C=C1)F)OCC)F 1-bromo-3-ethoxy-2,4-difluorobenzene